C(=O)O.FC(CN1N=C(C(=C1)C1=CN=C2N1C=CN=C2NC2=CC(=C(C(=O)NCC(N1CCNCC1)=O)C=C2)CC)C(F)(F)F)F 4-[[3-[1-(2,2-difluoroethyl)-3-(trifluoromethyl)pyrazol-4-yl]imidazo[1,2-a]pyrazin-8-yl]amino]-2-ethyl-N-(2-oxo-2-piperazin-1-yl-ethyl)benzamide formate